C1(CC1)C1OCCN2C1=NC(=C2)S(=O)(=O)N 8-cyclopropyl-5,6-dihydro-8H-imidazo[2,1-C][1,4]oxazine-2-sulfonamide